C(C1=CC=CC=C1)SC1=C(C=C(C=C1)NC([C@H](CC1=CC=CC=C1)N(C(OC(C)(C)C)=O)C)=O)OC (S)-tert-butyl 1-(4-(benzylthio)-3-methoxyphenylamino)-1-oxo-3-phenylpropan-2-yl(methyl)carbamate